4-bromo-2-(bromomethyl)-6-(difluoromethoxy)benzoic acid methyl ester COC(C1=C(C=C(C=C1OC(F)F)Br)CBr)=O